CN(CCCN(C)C)C(CC)O N-methyl-N-(N,N-dimethylaminopropyl)aminopropanol